BrC=1C=C2C(CC3(CCN(CC3)C(=O)OC(C)(C)C)OC2=CC1)=O tert-Butyl 6-bromo-4-oxo-spiro[chromane-2,4'-piperidine]-1'-carboxylate